CIs-2,2,3,3,4,5-hexafluorotetrahydro-5-(trifluoromethyl)-furan FC1(O[C@]([C@@H](C1(F)F)F)(C(F)(F)F)F)F